N[C@H](C(=O)N)CC1=CC=C(C=C1)C=1C=CC2=C(NC(O2)=O)C1 (S)-2-amino-3-(4-(2-oxo-2,3-dihydrobenzo[d]oxazol-5-yl)phenyl)propanamide